C(C)C1=C(C=NN1C1=CC=CC=C1)C(=O)NC1=CC(=C(C=C1)OC1=C2C(=NC=C1)NC(N2)=O)F 5-ethyl-N-(3-fluoro-4-((2-oxo-2,3-dihydro-1H-imidazo[4,5-b]pyridin-7-yl)oxy)phenyl)-1-phenyl-1H-pyrazole-4-carboxamide